COC(=O)C1CC(C1)S(=O)(=O)N1C[C@H](CCC1)C(=O)N1[C@H](CCC1)C(NCC1=CC=C(C=C1)C(F)(F)F)=O 3-(((3S)-3-(((2R)-2-((4-(trifluoromethyl)benzyl)carbamoyl)-1-pyrrolidinyl)carbonyl)-1-piperidinyl)sulfonyl)cyclobutanecarboxylic acid methyl ester